ClC=1C=C(C=CC1OCC1=NC=C(C=C1)C(C)C)NC1=C(C=NC2=CC(=C(C=C12)NC(\C=C\CN(C)C)=O)OCC)C#N (E)-N-(4-((3-chloro-4-((5-isopropylpyridin-2-yl)methoxy)phenyl)amino)-3-cyano-7-ethoxyquinolin-6-yl)-4-(dimethylamino)but-2-enamide